CC(C(=O)O)COC1=C(C=CC=C1)C1CCC(CC1)OC[C@@H]1N(CC[C@]12NC(COC2)=O)C(=O)OC(C)(C)C |o1:21,25| 2-Methyl-3-{2-[(1s,4s)-4-{[rel-(1R,5S)-2-[(tert-butoxy)carbonyl]-7-oxo-9-oxa-2,6-diazaspiro[4.5]dec-1-yl]methoxy}cyclohexyl]phenoxy}propanoic acid